2-methylpropane-1,2-diyl diacrylate C(C=C)(=O)OCC(C)(C)OC(C=C)=O